(1S,3S)-3-((2-methyl-6-(1-methyl-5-((((spiro[2.3]hexan-5-yloxy)carbonyl)amino)methyl)-1H-1,2,3-triazol-4-yl)pyridin-3-yl)oxy)cyclohexane-1-carboxylic acid CC1=NC(=CC=C1O[C@@H]1C[C@H](CCC1)C(=O)O)C=1N=NN(C1CNC(=O)OC1CC2(CC2)C1)C